COC=1C=C(C=C(C1)OC)C#CC1=NN(C=C1C(=O)N)C1CCNCC1 3-((3,5-dimethoxyphenyl)ethynyl)-1-(piperidin-4-yl)-1H-pyrazole-4-carboxamide